2-(6-bromoimidazo[1,2-a]pyridin-2-yl)propan-2-ol BrC=1C=CC=2N(C1)C=C(N2)C(C)(C)O